ClC=1C(=NN(C1)C(C(=O)NC1C2SCC(=C(N2C1=O)C(=O)O)CSC=1SC(=NN1)C)C)C 7-[2-(4-chloro-3-methylpyrazol-1-yl)propanoylamino]-3-[(5-methyl-1,3,4-thiadiazol-2-yl)sulfanylmethyl]-8-oxo-5-thia-1-azabicyclo[4.2.0]oct-2-ene-2-carboxylic acid